2-(1,3-thiazole-4-yl)benzimidazole ethyl-2-bromo-6-hydroxythieno[2,3-b]pyridine-5-carboxylate C(C)OC(=O)C=1C=C2C(=NC1O)SC(=C2)Br.S2C=NC(=C2)C=2NC1=C(N2)C=CC=C1